ethyl 3-(3-bromophenyl)-3-hydroxy-propanoate BrC=1C=C(C=CC1)C(CC(=O)OCC)O